1-{[1,1'-biphenyl]-4-sulfonyl}-N-[4-(difluoromethoxy)phenyl]piperidin-4-amine C1(=CC=C(C=C1)S(=O)(=O)N1CCC(CC1)NC1=CC=C(C=C1)OC(F)F)C1=CC=CC=C1